6-Amino-3-(3-(3-amino-1H-pyrazol-1-yl)-4'-chloro-1',2'-dihydrospiro[cyclopentane-1,3'-pyrrolo[2,3-b]pyridin]-5'-yl)-2-fluoro-N,N-dimethylbenzamide NC1=CC=C(C(=C1C(=O)N(C)C)F)C=1C(=C2C(=NC1)NCC21CC(CC1)N1N=C(C=C1)N)Cl